NC([C@H](CCC(=O)OCCCC)N1C(C2=CC(=C(C=C2C1)B1OC(C(O1)(C)C)(C)C)C)=O)=O butyl (S)-5-amino-4-(6-methyl-1-oxo-5-(4,4,5,5-tetramethyl-1,3,2-dioxaborolan-2-yl)isoindolin-2-yl)-5-oxopentanoate